4-[2-oxo-2-(N-phenylanilino)ethyl]piperidine-4-carboxylic acid, hydrochloride Cl.O=C(CC1(CCNCC1)C(=O)O)N(C1=CC=CC=C1)C1=CC=CC=C1